C(C)OC(CCC(=O)C1=NC2=CC(=CC=C2C(=C1O)C#N)C1=CC(=CC(=C1)C)C)=O 4-[4-Cyano-7-(3,5-dimethyl-phenyl)-3-hydroxy-quinolin-2-yl]-4-oxo-butyric acid ethyl ester